ClC1=CC(=C(C=C1OC=1N(N=C(N1)C(F)(F)F)C)NC(=O)N[C@@H](C)C=1N(N=CN1)C1=NC=CC=N1)F 1-[4-chloro-2-fluoro-5-[[2-methyl-5-(trifluoromethyl)-1,2,4-triazol-3-yl]oxy]phenyl]-3-[(1S)-1-(2-pyrimidin-2-yl-1,2,4-triazol-3-yl)ethyl]urea